10,11-dihydro-5H-dibenzo[b,f]azepin-10,11-diol C1=CC=CC=2NC3=C(C(C(C21)O)O)C=CC=C3